cyclohexansulfonamid C1(CCCCC1)S(=O)(=O)N